CN1C(=NC2=C1C=CC=C2)C2=CC=C(O2)C=2C=C(C#N)C=CC2 3-(5-(1-methyl-1H-benzo[d]imidazol-2-yl)furan-2-yl)benzonitrile